1-acetyl-2,2-dimethyl-4-butyl-1,2,3,4-tetrahydroquinoline C(C)(=O)N1C(CC(C2=CC=CC=C12)CCCC)(C)C